N1=NN=CC2=C1N=CC=C2 pyrido[2,3-d][1,2,3]triazine